CC1=C(C=C(C=N1)NC(=O)NCC1CCN(CC1)C)[N+](=O)[O-] 1-(6-methyl-5-nitropyridin-3-yl)-3-((1-methylpiperidin-4-yl)methyl)urea